tert-butyl (1R,4R)-5-[6-(azidomethyl)-2-pyridyl]-2,5-diazabicyclo[2.2.1]heptane-2-carboxylate N(=[N+]=[N-])CC1=CC=CC(=N1)N1[C@H]2CN([C@@H](C1)C2)C(=O)OC(C)(C)C